C([O-])([O-])=O.[Cu+2] copper carbonate salt